FCC1(CC1)CN1C=NC=2C1=NC(=CC2)C(=O)O 3-((1-(fluoromethyl)cyclopropyl)methyl)-3H-imidazolo[4,5-b]pyridine-5-carboxylic acid